3-(2-ethoxy-2-oxoethylidene)azetidine-1-carboxylic acid tert-butyl ester C(C)(C)(C)OC(=O)N1CC(C1)=CC(=O)OCC